FC(C1=CC=CC=2SCCSC21)(F)F 5-(Trifluoromethyl)-2,3-dihydro-1,4-benzodithiin